BrC=1SC=2C(N(CCC2N1)C(=O)OCCCC)=O 1-butyl 2-bromo-4-oxo-6,7-dihydrothiazolo[5,4-c]pyridine-5(4H)-carboxylate